tert-butyl 2-bromo-2-(6-fluoro-3,3-dimethyl-1,3-dihydroisobenzofuran-4-yl)acetate BrC(C(=O)OC(C)(C)C)C1=C2C(OCC2=CC(=C1)F)(C)C